(R)-N-(1-(1-(4,4-difluorocyclohexane-1-carbonyl)-2,3-dihydro-1H-indol-5-yl)ethyl)-6-chloropyridine-3-carboxamide FC1(CCC(CC1)C(=O)N1CCC2=CC(=CC=C12)[C@@H](C)NC(=O)C=1C=NC(=CC1)Cl)F